C1(=CC=CC=C1)SC1=CC=C(C=N1)CC1=NOC(=C1)C=1C(=NC=CC1)N 3-(3-((6-(phenylthio)pyridin-3-yl)methyl)isoxazol-5-yl)pyridin-2-amine